N-(2,6-dimethyl-5,6,7,8-tetrahydro-1,6-naphthyridin-3-yl)-8-(2-methoxyphenyl)quinazolin-2-amine CC1=NC=2CCN(CC2C=C1NC1=NC2=C(C=CC=C2C=N1)C1=C(C=CC=C1)OC)C